FC(CN1N=C(C(=C1)C(=O)O)C)F 1-(2,2-difluoroethyl)-3-methyl-pyrazole-4-carboxylic acid